ethyl 1-formylcyclohexanecarboxylate C(=O)C1(CCCCC1)C(=O)OCC